ClC=1C=C(N)C=C(C1OC=1C=CC2=C(N(C(=N2)OC)C2CC2)C1)Cl 3,5-dichloro-4-((1-cyclopropyl-2-methoxy-1H-benzo[d]imidazol-6-yl)oxy)aniline